[N+](=O)([O-])C1=CC=C2C=3CCNCC3NC2=C1 7-nitro-2,3,4,9-tetrahydro-1H-beta-carboline